C([O-])([O-])=O.[K+].ClC=1N=CC2=C(N1)C(=CN2C(C)C)N2CC(CC2)(F)F.[K+] 2-chloro-7-(3,3-difluoropyrrolidin-1-yl)-5-isopropyl-5H-pyrrolo[3,2-d]pyrimidine Potassium carbonate